O(C1=CC=CC=C1)C1=CC=C(C=C1)N1C(NC=2C1=NC=CC2)=O 3-(4-phenoxyphenyl)-1H-imidazo[4,5-b]pyridin-2-one